O1C(OCC1)C1=C(C(=O)[C@@H](CC(C)C)NC(OC(C)(C)C)=O)C=CC(=C1)C(F)(F)F tert-Butyl N-[(1R)-1-[2-(1,3-dioxolan-2-yl)-4-(trifluoromethyl)benzoyl]-3-methyl-butyl]carbamate